4-(azidomethyl)-2,2-dimethyltetrahydrofuran N(=[N+]=[N-])CC1CC(OC1)(C)C